2-(2-(2-hydroxyethoxy)ethoxy)ethyl methanesulfonate CS(=O)(=O)OCCOCCOCCO